N-((1r,3r)-3-((5-([1,2,4]triazolo[4,3-a]pyridin-6-yl)-7H-pyrrolo[2,3-d]pyrimidin-2-yl)amino)-1-methylcyclobutyl)acetamide N=1N=CN2C1C=CC(=C2)C2=CNC=1N=C(N=CC12)NC1CC(C1)(C)NC(C)=O